OC1CCN(CC1)C=1C=CC(=NC1)NC=1C=CC(=C2CNC(C12)=O)C1=NC=C2N1C=CN=C2 7-((5-(4-hydroxypiperidin-1-yl)pyridin-2-yl)amino)-4-(imidazo[1,5-a]pyrazin-3-yl)isoindolin-1-one